(R)-3-(3-fluoro-5-(thiophen-2-yl)phenyl)isoxazolidine FC=1C=C(C=C(C1)C=1SC=CC1)[C@@H]1NOCC1